C(C)(C)C1=C(C=C(C=C1O)\C=C\C1=CC=CC=C1)O (E)-2-isopropyl-5-styrylbenzene-1,3-diol